(E)-N-(4-(1-(6-(4-(2-((2-(2,6-dioxopiperidin-3-yl)-1-oxoisoindolin-4-yl)thio)ethyl)piperazin-1-yl)nicotinoyl)piperidin-4-yl)butyl)-3-(pyridin-3-yl)acrylamide O=C1NC(CCC1N1C(C2=CC=CC(=C2C1)SCCN1CCN(CC1)C1=NC=C(C(=O)N2CCC(CC2)CCCCNC(\C=C\C=2C=NC=CC2)=O)C=C1)=O)=O